BrC1=CC=C(C=C1)C1(CCNCC1)C(N)=O 4-(4-bromophenyl)-4-carbamoylpiperidine